(2-(2,6-dimethylpyridin-4-yl)-3-isopropyl-1H-indol-5-yl)(4-methyl-1,4-diazepan-1-yl)methanone CC1=NC(=CC(=C1)C=1NC2=CC=C(C=C2C1C(C)C)C(=O)N1CCN(CCC1)C)C